N-(propan-2-yl)-3,6-dihydroimidazo[4,5-d]pyrrolo[2,3-b]pyridine-8-carboxamide CC(C)NC(=O)C1=CNC2=NC=C3C(=C21)N=CN3